NC1=CC=CC(=N1)S(=O)(=O)NC(=O)C=1C(=NC(=CC1)C1=CC=C(C=C1)OCC(C)C)OC1=C(C=C(C=C1C)C)C N-[(6-Amino-2-pyridyl)sulfonyl]-6-(4-isobutoxyphenyl)-2-(2,4,6-trimethylphenoxy)pyridin-3-carboxamid